N(=[N+]=[N-])CCCCCCCCC 1-azido-nonane